(S)-4-(5-(3-((2-((S)-3-carboxybutanoyl)-4-fluoro-6-methoxy-7-methylisoindolin-5-yl)oxy)propoxy)-6-methoxyisoindolin-2-yl)-2-methyl-4-oxobutanoic acid C(=O)(O)[C@H](CC(=O)N1CC2=C(C(=C(C(=C2C1)F)OCCCOC=1C=C2CN(CC2=CC1OC)C(C[C@@H](C(=O)O)C)=O)OC)C)C